4-(2-fluorophenylethyl)-8-(4-fluorophenyl)-3,4-dihydrobenzo[f][1,4]oxazepin-5(2H)-one FC1=C(C=CC=C1)CCN1CCOC2=C(C1=O)C=CC(=C2)C2=CC=C(C=C2)F